FC1=CC=C(C=C1)N1N=CC2=CC(=C(C=C12)C)[C@H]1C[C@H](N(CC1)S(=O)(=O)C=1C=NN(C1)CCC)C 1-(4-fluorophenyl)-6-methyl-5-((2r,4r)-2-methyl-1-((1-propyl-1H-pyrazol-4-yl)sulfonyl)piperidin-4-yl)-1H-indazole